ClC1=C(C(=O)NC2=C(C=C(C=C2)C(=O)N2CCC([C@@](C3=C2C=CC(=C3)Cl)(CO)O)(F)F)F)C=C(C=C1)F 2-chloro-N-{4-[(5R)-7-chloro-4,4-difluoro-5-hydroxy-5-(hydroxymethyl)-2,3,4,5-tetrahydro-1H-1-benzazepine-1-carbonyl]-2-fluorophenyl}-5-fluorobenzamide